4-cyclopropyl-2-(trifluoromethyl)pyrimidin-5-amine C1(CC1)C1=NC(=NC=C1N)C(F)(F)F